8-(((benzyloxy)carbonyl)(2-(1-methylpyrrolidin-2-yl)ethyl)amino)pentadecane-1,15-diyl bis(4,4-bis(pentyloxy)butanoate) C(CCCC)OC(CCC(=O)OCCCCCCCC(CCCCCCCOC(CCC(OCCCCC)OCCCCC)=O)N(CCC1N(CCC1)C)C(=O)OCC1=CC=CC=C1)OCCCCC